(2-hydroxybenzoyl)ammonia OC1=C(C(=O)N)C=CC=C1